2-(2-((5-(3-(aminomethyl)phenyl)-7-((4-methylpiperazin-1-yl)methyl)benzofuran-3-yl)methoxy)phenyl)acetic acid NCC=1C=C(C=CC1)C=1C=C(C2=C(C(=CO2)COC2=C(C=CC=C2)CC(=O)O)C1)CN1CCN(CC1)C